2-(4-chloro-3-fluorophenoxy)-N-{3-[(7-chloroimidazo[1,2-c]pyrimidin-5-yl)amino]bicyclo[1.1.1]pent-1-yl}acetamide ClC1=C(C=C(OCC(=O)NC23CC(C2)(C3)NC3=NC(=CC=2N3C=CN2)Cl)C=C1)F